6-chloro-2-methyl-quinazolin-4(3H)-one ClC=1C=C2C(NC(=NC2=CC1)C)=O